CN(C1CC2(CN(C2)C(=O)C2=NN(C=C2)C)C1)C=1C2=C(N=CN1)NC=C2 (6-(methyl-(7H-pyrrolo[2,3-d]pyrimidin-4-yl)amino)-2-azaspiro[3.3]hept-2-yl)(1-methyl-1H-pyrazol-3-yl)methanone